N-{5-[2-(2-chlorophenyl)acetamido]pyridazin-3-yl}-N-(3,5-difluorophenyl)acetamide ClC1=C(C=CC=C1)CC(=O)NC=1C=C(N=NC1)N(C(C)=O)C1=CC(=CC(=C1)F)F